2,2-bis[4-(4-aminophenoxy)phenyl]propane Natrium [Na].NC1=CC=C(OC2=CC=C(C=C2)C(C)(C)C2=CC=C(C=C2)OC2=CC=C(C=C2)N)C=C1